N-[(1S)-1-(dicyclopropyl-methyl)-2-[[1-[1-[3-(2,2-difluoroethyl)triazol-4-yl]ethyl]pyrazol-4-yl]amino]-2-oxo-ethyl]-4-methyl-1,2,5-oxadiazole-3-carboxamide C1(CC1)C([C@@H](C(=O)NC=1C=NN(C1)C(C)C=1N(N=NC1)CC(F)F)NC(=O)C1=NON=C1C)C1CC1